(3R)-3-{4-[(2E,4E)-hex-2,4-dien-1-yloxy]phenyl}hex-4-ynoic acid C(\C=C\C=C\C)OC1=CC=C(C=C1)[C@@H](CC(=O)O)C#CC